C(#N)C1=CC(=C(C=C1)NS(=O)(=O)C1=CNC(=C1)C=1C(N(C=CC1)CC(F)(F)F)=O)F N-(4-cyano-2-fluorophenyl)-5-[2-oxo-1-(2,2,2-trifluoroethyl)pyridin-3-yl]-1H-pyrrole-3-sulfonamide